ε-carbamyl-lysine C(N)(=O)C(CCC[C@H](N)C(=O)O)N